C(C)(C)(C)N(C([O-])=O)[C@H]1CN(CCC1)C1=NC=C(C=C1Cl)OCC(F)(F)F.C1(C(C=CC=C1)C)(C)S(=O)(=O)O.[K+] Potassium xylenesulphonate (R)-tert-butyl-(1-(3-chloro-5-(2,2,2-trifluoroethoxy)pyridin-2-yl)piperidin-3-yl)carbamate